N-(3-((2-((3-chloro-1-methyl-1H-pyrazol-4-yl)amino)-5-(3,4-dimethoxyphenyl)pyrimidin-4-yl)amino)-4-fluorophenyl)acrylamide ClC1=NN(C=C1NC1=NC=C(C(=N1)NC=1C=C(C=CC1F)NC(C=C)=O)C1=CC(=C(C=C1)OC)OC)C